S(=O)(=O)([O-])C1=CC=C(C)C=C1.[Pd+2].C(C)#N.C(C)#N.S(=O)(=O)([O-])C1=CC=C(C)C=C1 bis(acetonitrile) palladium (II) tosylate